((4,6-dichloropyridin-3-yl)methyl)-1-(2,6-difluoro-3,5-dimethoxyphenyl)-3-ethylurea ClC1=C(C=NC(=C1)Cl)CN(C(=O)NCC)C1=C(C(=CC(=C1F)OC)OC)F